C(C)C(C(=O)OC=1C(OC(C(CCCC)CC)=O)=CC(=CC1F)CC=C)CCCC 4-allyl-6-fluorocatechol di(2-ethylhexanoate)